C(C1=CC=CC=C1)OC1=CC=C(C=C1)NC1C(C(NC2=CC=CC=C12)=O)(C)C 4-((4-(Benzyloxy)phenyl)amino)-3,3-dimethyl-3,4-dihydroquinolin-2(1H)-one